ClC=1C=CC2=C([C@@H](C[C@@H](O2)C(=O)NC23CC(C2)(C3)C3=CN=C(O3)OCCCOC(F)(F)F)O)C1 (2R,4R)-6-chloro-4-hydroxy-N-(3-{2-[3-(trifluoromethoxy)propoxy]-1,3-oxazol-5-yl}bicyclo-[1.1.1]pentan-1-yl)-3,4-dihydro-2H-1-benzopyran-2-carboxamide